C(C)(C)(C)OC(=O)N1C[C@@H](N(CC1)C1=C2C(=NC=N1)N(N=C2C2CC2)C2=CC(=CC=C2)C#N)C (S)-4-(1-(3-cyanophenyl)-3-cyclopropyl-1H-pyrazolo[3,4-d]pyrimidin-4-yl)-3-methylpiperazine-1-carboxylic acid tert-butyl ester